C(C)C=1C(=CC2=C(N(C(N2)=O)[C@H]2CN(CCC2)CC2CCOCC2)C1)C=1C=C(C=2N(C1)N=CN2)OC (R)-6-Ethyl-5-(8-methoxy-[1,2,4]triazolo[1,5-a]pyridin-6-yl)-1-(1-((tetrahydro-2H-pyran-4-yl)methyl)piperidin-3-yl)-1,3-dihydro-2H-benzo[d]imidazol-2-on